N1-methylsuccinamide CNC(CCC(=O)N)=O